CC1(COC1)CNC(N)=O 3-((3-methyloxetan-3-yl)methyl)urea